1,1'-Dihydroxy-3,3'-diphenyl-2,2'-biphenanthrene OC1=C(C(=CC=2C3=CC=CC=C3C=CC12)C1=CC=CC=C1)C1=C(C=2C=CC3=CC=CC=C3C2C=C1C1=CC=CC=C1)O